FC(OC1=C(C=CC(=C1)N1CCC(CC1)(C)O)NC(=O)C=1C=CC=2C=C3N([C@@H](CNC3=O)C)C2N1)F (R)-N-(2-(difluoromethoxy)-4-(4-hydroxy-4-methylpiperidin-1-yl)phenyl)-9-methyl-6-oxo-6,7,8,9-tetrahydropyrido[3',2':4,5]pyrrolo[1,2-a]pyrazine-2-carboxamide